4-(4-((2-bromo-4,4-dimethylcyclohex-1-en-1-yl)methyl)piperazin-1-yl)benzoic acid tert-butyl ester C(C)(C)(C)OC(C1=CC=C(C=C1)N1CCN(CC1)CC1=C(CC(CC1)(C)C)Br)=O